ethoxy-2-fluoro-3-nitro-benzene C(C)OC1=C(C(=CC=C1)[N+](=O)[O-])F